C1=CC=CC=2C3=CC=CC=C3C(=CC12)C(C(=O)C=1C2=CC=CC=C2C=2C=CC=CC2C1)=O 1,2-di(phenanthren-9-yl)ethane-1,2-dione